CN(C[C@@H](C(=O)NC=1C=C2C(=NC=NC2=CC1OC)C=1C(=NN(C1)C)C1=CC=CC=C1)C)C (S)-3-(dimethylamino)-N-(7-methoxy-4-(1-methyl-3-phenyl-1H-pyrazol-4-yl)quinazolin-6-yl)-2-methylpropanamide